[15NH2][C@@H]([C@H](O)C)C(=O)O Threonine-15N